C(C)OP(=O)(OCC)COC1=CC=C(C=C1)C[C@@H]([C@@H](CN(S(=O)(=O)C1=CC2=C(N=CS2)C=C1)C[C@H](CC)C)O)NC(O[C@H]1CO[C@H]2OCC[C@H]21)=O (3R,3aS,6aR)-hexahydrofuro[2,3-b]furan-3-yl ((2S,3R)-1-(4-((diethoxyphosphoryl)methoxy)phenyl)-3-hydroxy-4-(N-((S)-2-methylbutyl)benzo[d]thiazole-6-sulfonamido)butan-2-yl)carbamate